[2-(4-chloro-2-fluorophenyl)-2-methyl-2H-1,3-benzodioxol-4-yl]-3,3-difluoropiperidine ClC1=CC(=C(C=C1)C1(OC2=C(O1)C=CC=C2N2CC(CCC2)(F)F)C)F